1-pyridin-4-yl-azetidin N1=CC=C(C=C1)N1CCC1